C(C)(=O)NC(C(=O)O)C1(CCN(CC1)CCCCC1=NC=2NCCCC2C=C1)O 2-acetamido-2-(4-hydroxy-1-(4-(5,6,7,8-tetrahydro-1,8-naphthyridin-2-yl)butyl)piperidin-4-yl)acetic acid